N-((4-((5-Chloro-1-methyl-3-(5-methylisoxazol-3-yl)-1H-pyrazol-4-yl)methyl)-1,4-oxazepan-2-yl)methyl)-3-methylbutan-1-amine ClC1=C(C(=NN1C)C1=NOC(=C1)C)CN1CC(OCCC1)CNCCC(C)C